[(5-bromo-1-methylpyrazol-3-yl)methyl]dimethylamine BrC1=CC(=NN1C)CN(C)C